FC=1C=CC(=C2C=C(NC(C12)=O)CCC(=O)N1CCN(CC1)C1=CC=C(C(=O)O)C=C1)C 4-(4-(3-(8-fluoro-5-methyl-1-oxo-1,2-dihydroisoquinolin-3-yl)propanoyl)piperazin-1-yl)benzoic acid